C(CCC(=O)[O-])(=O)[O-].[Cd+2] cadmium succinate salt